2,6-dimethyl-9-acryloyloxy-10-acetoxy-1,4-dihydro-1,4-methanoanthracene CC=1C2C3=C(C4=CC=C(C=C4C(=C3C(C1)C2)OC(C)=O)C)OC(C=C)=O